NC1(CC1)C1=CC=C(C=C1)C=1C(N(C=NC1)C)=O 5-(4-(1-aminocyclopropyl)phenyl)-3-methylpyrimidin-4(3H)-one